1-[2-methyl-4-(1,1,2,2,2-pentafluoroethyl)phenyl]ethanone CC1=C(C=CC(=C1)C(C(F)(F)F)(F)F)C(C)=O